N1CC(C1)CN1C(C(N(C2=CC(=C(C=C12)Cl)C1=C(C(=CC=C1OC)F)F)C1=C(C=CC=C1C)C(C)C)=O)=O 1-(azetidin-3-ylmethyl)-7-chloro-6-(2,3-difluoro-6-methoxyphenyl)-4-(2-isopropyl-6-methylphenyl)-1,4-dihydroquinoxaline-2,3-dione